(R)-(1-(((3-(2-cyano-3-(ethyl-(methyl)amino)-3-oxoprop-1-en-1-yl)phenethoxy)carbonyl)amino)-2-phenylethyl)boronic acid C(#N)C(=CC=1C=C(CCOC(=O)N[C@@H](CC2=CC=CC=C2)B(O)O)C=CC1)C(=O)N(C)CC